2-(3-((4-bromo-1H-pyrazol-1-yl)methyl)azetidin-1-yl)acetic acid tert-butyl ester C(C)(C)(C)OC(CN1CC(C1)CN1N=CC(=C1)Br)=O